N-benzyl-5-oxo-1-phenylpyrrolidine-3-carboxamide C(C1=CC=CC=C1)NC(=O)C1CN(C(C1)=O)C1=CC=CC=C1